4,6-dichloro-1-methyl-1H-imidazo[4,5-c]pyridine-2-thiol ClC1=NC(=CC2=C1N=C(N2C)S)Cl